α-iminosuccinate N=C(C(=O)[O-])CC(=O)[O-]